Benzyl (1R,7S,8R)-8-fluoro-2-azabicyclo[5.1.0]octane-2-carboxylate F[C@@H]1[C@H]2CCCCN([C@@H]12)C(=O)OCC1=CC=CC=C1